trityl-pyrrolo[2,3-b]pyridine C(C1=CC=CC=C1)(C1=CC=CC=C1)(C1=CC=CC=C1)C1=CC=2C(=NC=CC2)N1